NC1=C2C(=NC=N1)N(N=C2C2=CC(=C(C=C2)OC)F)C2CCC(CC2)C=C(C(=O)N)C (4-(4-amino-3-(3-fluoro-4-methoxyphenyl)-1H-pyrazolo[3,4-d]pyrimidin-1-yl)cyclohexyl)methacrylamide